FC(C(C(F)(F)F)(I)F)(F)F 1,1,1,2,3,3,3-heptafluoro-2-iodopropane